C(=O)(OC=1C=C(C=CC1OC)/C=C/C(=O)OCC)OC=1C=C(C=CC1OC)/C=C/C(=O)OCC Diethyl (2E,2'E)-3,3'-[carbonylbis(oxy[4-methoxy-3,1-phenylene])]di(prop-2-enoate)